BrC=1C=C(C(=NC1)F)OCOCC[Si](C)(C)C 5-Bromo-2-fluoro-3-((2-(trimethylsilyl)ethoxy)methoxy)pyridine